diazabicyclo-[2.2.2]octane N12NCC(CC1)CC2